3-fluoroisonicotinaldehyde FC1=C(C=O)C=CN=C1